C(C)(=O)C1=NN(C2=CC=C(C=C12)C=1C=NC=NC1)CC(=O)N(C1CC1)CC(=O)NCC1=C(C(=CC=C1)Cl)F 2-(3-acetyl-5-(pyrimidin-5-yl)-1H-indazol-1-yl)-N-(2-((3-chloro-2-fluorobenzyl)amino)-2-oxoethyl)-N-cyclopropylacetamide